NC=1C2=C(N=CN1)N(C=C2C2=CC=C(C=C2)NC(=O)NC2=NOC(=C2)C(C)(C)C)[C@@H]2CC[C@H](CC2)N2CCN(CC2)C 1-(4-(4-amino-7-((trans)-4-(4-methylpiperazin-1-yl)cyclohexyl)-7H-pyrrolo[2,3-d]pyrimidin-5-yl)phenyl)-3-(5-(tert-butyl)isoxazol-3-yl)urea